C(N)(OC=1SC(=C(C1C(NC=1N=NC(=CC1)OC)=O)CN(C)C)C1=C(C=C(C=C1)[N+](=O)[O-])CC1=C(C=CC=C1F)F)=O (2,6-difluorobenzyl)-(4-((dimethylamino) methyl)-3-((6-methoxypyridazin-3-yl) carbamoyl)-5-(4-nitrophenyl) thiophen-2-yl) carbamate